C(C1=CC=CC=C1)(=O)SC1=NN=NN1 Benzoylthiotetrazole